OC(C)C1=NNC(=C1N)N 1-hydroxyethyl-4,5-diamino-pyrazole